C(=O)O.NCC1=C(C=C(C=C1)C=1N=C2SC3=C(N2C1)C=CC(=C3)C(=O)NCCCN3CCCCC3)Cl.NCC3=C(C=C(C=C3)C=3N=C1SC2=C(N1C3)C=CC(=C2)C(=O)NCCCN2CCCCC2)Cl 2-(4-(aminomethyl)-3-chlorophenyl)-N-(3-(piperidin-1-yl)propyl)benzo[d]imidazo[2,1-b]thiazole-7-carboxamide hemiformate